CC1(CCN(CC1)C=1OC2=C(C=C(C=C2C(C1)=O)C)CNC1=C(C(=O)O)C=CC=C1)C 2-(((2-(4,4-dimethylpiperidin-1-yl)-6-methyl-4-oxo-4H-chromen-8-yl)methyl)amino)benzoic acid